2-(tetrazol-1-yl)aniline N1(N=NN=C1)C1=C(N)C=CC=C1